COC1=C(C(=O)N)C=C(C=N1)NC(C(=O)N1[C@H](CC[C@@H](C1)C)C=1C=CC2=C(N=C(S2)[C@H]2[C@@H](CN(CC2)C)OC)C1)=O |&1:30,31| 2-methoxy-5-(2-((2R,5S)-2-(2-(rac-(3S,4R)-3-methoxy-1-methylpiperidin-4-yl)benzo[d]thiazol-5-yl)-5-methylpiperidin-1-yl)-2-oxoacetamido)nicotinamide